Ethyl 4-((2-methoxy-3-(pyridin-2-yl)phenyl)amino)-2-(pyridin-2-ylamino)pyrimidine-5-carboxylate COC1=C(C=CC=C1C1=NC=CC=C1)NC1=NC(=NC=C1C(=O)OCC)NC1=NC=CC=C1